P(=O)([O-])([O-])[O-].[NH4+].[NH4+].[NH4+] ammonium bis(ammonium) phosphate